2-(5-bromopyrazin-2-yl)propan-2-ol BrC=1N=CC(=NC1)C(C)(C)O